C1(CC1)OC1=C(C(=C(C(=C1F)F)F)F)S(=O)(=O)NC1=C(C=C(C=C1)F)F Cyclopropoxy-N-(2,4-difluorophenyl)-3,4,5,6-tetrafluorobenzenesulfonamide